Imidazole-4,5-dicarboxylic acid N1C=NC(=C1C(=O)O)C(=O)O